2-[7-[[6-(difluoromethoxy)-3-pyridinyl]methyl]-2-azaspiro[3.5]nonane-2-carbonyl]-2,5-diazaspiro[3.4]octan-6-one FC(OC1=CC=C(C=N1)CC1CCC2(CN(C2)C(=O)N2CC3(C2)NC(CC3)=O)CC1)F